(6-bromo-2,3-dihydro-1-benzofuran-3-yl)methylamine BrC1=CC2=C(C(CO2)CN)C=C1